BrC=1C=CC2=C(C(/C(/O2)=C/C=2SC(=CC2)[N+](=O)[O-])=O)C1 (2Z)-5-bromo-2-[(5-nitrothiophen-2-yl)methylidene]-1-benzofuran-3-one